methyl-3-fluoropiperidine CN1CC(CCC1)F